COC1=CC=C(C=C1)C1(OC(C=2C(=C3C4=C(C(OC3=CC2CCCCC)(C)C)C=CC(=C4)C)O1)=O)CC(C)=O 2-(4-methoxyphenyl)-8,8,11-trimethyl-2-(2-oxopropyl)-5-pentyl-4H,8H-benzo[c][1,3]dioxino[4,5-f]chromen-4-one